1-(5-(4-((2-(piperidin-4-yl)ethoxy)methyl)piperidine-1-carbonyl)-2-(trifluoromethyl)phenyl)dihydropyrimidine-2,4(1H,3H)-dione N1CCC(CC1)CCOCC1CCN(CC1)C(=O)C=1C=CC(=C(C1)N1C(NC(CC1)=O)=O)C(F)(F)F